Cl.COC([C@@H](NC([C@@H](N)CC(C)C)=O)C[C@H]1C(NCC1)=O)=O L-leucyl-3-[(3S)-2-oxopyrrolidin-3-yl]-L-alanine methyl ester, hydrochloride